1-(2-hydroxypropyl)imidazolidone OC(CN1C(NCC1)=O)C